(S)-5-(2-((((9H-fluoren-9-yl)methoxy)carbonyl)amino)-3-(allyloxy)-3-oxopropyl)pyrimidine-2-carboxylate C1=CC=CC=2C3=CC=CC=C3C(C12)COC(=O)N[C@@H](CC=1C=NC(=NC1)C(=O)[O-])C(=O)OCC=C